ClC=1C=C2C(=NC1)[C@]1([C@@](O2)([C@@H]([C@H]([C@H]1O)C(=O)N(C)C)C1=CC=CC=C1)C1=CC=C(C=C1)C(F)F)O |r| rac-(5aR,6S,7R,8R,8aS)-3-chloro-5a-(4-(difluoromethyl)phenyl)-8,8a-dihydroxy-N,N-dimethyl-6-phenyl-5a,7,8,8a-tetrahydro-6H-cyclopenta[4,5]furo[3,2-b]pyridine-7-carboxamide